COC1=CC=C(C=C1)C(\C=C(/C)\C1=CC=C(C=C1)OC)O (E)-1,3-bis(4-methoxyphenyl)but-2-en-1-ol